CN1N=CC=2C1=NC(=NC2N2CC(C2)N2N=C(C=CC2=O)C2=CC=NC=C2)C 2-[1-(1,6-dimethylpyrazolo[3,4-d]pyrimidin-4-yl)azetidin-3-yl]-6-pyridin-4-ylpyridazin-3-one